O=CC[C@@H](O)[C@@H](O)[C@H](O)C Deoxy-D-fucose